(R)-1-((7-Chloro-2-(3'-(3-(((R)-3-hydroxypyrrolidin-1-yl)methyl)-1,7-naphthyridin-8-ylamino)-2,2'-dimethylbiphenyl-3-yl)benzo[d]oxazol-5-yl)methyl)pyrrolidin ClC1=CC(=CC=2N=C(OC21)C=2C(=C(C=CC2)C2=C(C(=CC=C2)NC=2N=CC=C1C=C(C=NC21)CN2C[C@@H](CC2)O)C)C)CN2CCCC2